ClC1=NC2=CC(=C(C=C2C(=N1)N1CC=2C=C(C=NC2CC1)N1C=2N(CCC1)N=CC2)OC)F 2-chloro-4-[3-(6,7-dihydro-5H-pyrazolo[1,5-a]pyrimidin-4-yl)-7,8-dihydro-5H-1,6-naphthyridin-6-yl]-7-fluoro-6-methoxy-quinazoline